C1(=CC=C(C=C1)C=CC(=O)O)C1=CC=CC=C1 3-(1,1'-biphenyl-4-yl)acrylic acid